(1S,2R)-1-(2-cyano-5-fluorophenyl)-1-(1-methyl-1H-pyrazol-4-yl)propan C(#N)C1=C(C=C(C=C1)F)[C@H](CC)C=1C=NN(C1)C